C(S(=O)(=O)OC1=CC=CC2=CC=CC=C12)S(=O)(=O)OC1=CC=CC2=CC=CC=C12 dinaphthyl methanedisulfonate